ClC=1C=C(C=C2C(=C(C=NC12)C#N)NC1=CC(=C(C=C1)F)Cl)NC(C1=NC=CC=N1)C=1N=NN(C1)C1CCN(CC1)CC 8-chloro-4-((3-chloro-4-fluorophenyl)amino)-6-(((1-(1-ethylpiperidin-4-yl)-1H-1,2,3-triazol-4-yl)(pyrimidin-2-yl)methyl)amino)quinoline-3-carbonitrile